ClC1=C(CN2N=NC(=C2)CC(C(=O)N)=CC2=CC=CC=C2)C=CC=C1 ((1-(2-chlorobenzyl)-1H-1,2,3-triazol-4-yl)methyl)cinnamamide